CNC(=O)C1=CC=C(C(=N1)C(F)(F)F)N1CCN(CC1)C(=O)OC(C)(C)C tert-Butyl 4-(6-(methylcarbamoyl)-2-(trifluoromethyl)pyridin-3-yl)piperazine-1-carboxylate